NCC1C(S(CC1)(=N)=O)(C)C 3-(aminomethyl)-1-imino-2,2-dimethyltetrahydro-1H-1λ6-thiophene 1-oxide